CC(C[C@H]1[C@@H](C[C@H]2N(CCC3=CC(=C(C=C23)OC)OC([2H])([2H])[2H])C1)O)(C)C (2R,3R,11bR)-3-(2,2-dimethylpropyl)-9-(methoxy-d3)-10-methoxy-1H,2H,3H,4H,6H,7H,11bH-pyrido[2,1-a]isoquinolin-2-ol